5-Benzyl-1-methyl-4,5,6,7-tetrahydro-1H-pyrazolo[4,3-c]pyridin-3-ol C(C1=CC=CC=C1)N1CC2=C(CC1)N(N=C2O)C